C(C1=CC=CC=C1)N1[C@H]2C[C@H](C[C@@H]1C(C2)(F)F)CC(=O)[O-] |r| rac-(1S,3R,5R)-8-benzyl-6,6-difluoro-8-azabicyclo[3.2.1]oct-3-ylacetate